methyl-N-((3S)-6-(trifluoromethyl)-2,3-dihydro-1-benzofuran-3-yl)-1,3-dihydrofuro[3,4-c][1,7]naphthyridine-8-carboxamide CC1OCC=2C=NC=3C=NC(=CC3C21)C(=O)N[C@@H]2COC1=C2C=CC(=C1)C(F)(F)F